OC1=C(C=CC(=C1)OC)C1CC=CC2=CC3=CC=CC=C3C=C12 (2-hydroxy-4-methoxyphenyl)-1H-anthracene